(5R)-5-methyl-3-(4-{[3-(methyloxy)phenyl]oxy}phenyl)-2,4-imidazolidinedione C[C@@H]1C(N(C(N1)=O)C1=CC=C(C=C1)OC1=CC(=CC=C1)OC)=O